methyl 2-(benzyloxy)-4-(N-((5-bromopyridin-2-yl)methyl)-2,2,2-trifluoroacetamido)benzoate C(C1=CC=CC=C1)OC1=C(C(=O)OC)C=CC(=C1)N(C(C(F)(F)F)=O)CC1=NC=C(C=C1)Br